tert-Butyl 4-(5-(1-(3-ethoxy-3-oxopropyl)ureido)-6-methyl-1H-indol-1-yl)piperidine-1-carboxylate C(C)OC(CCN(C(=O)N)C=1C=C2C=CN(C2=CC1C)C1CCN(CC1)C(=O)OC(C)(C)C)=O